3-methyl-4-(3-(vinylsulfonylamino)phenyl)-1H-indole-7-carboxamide CC1=CNC2=C(C=CC(=C12)C1=CC(=CC=C1)NS(=O)(=O)C=C)C(=O)N